2-(2-(cyclopropanesulfonylamino)thiazol-4-yl)-N-(4-(6-methoxypyridin-3-yl)phenyl)acetamide C1(CC1)S(=O)(=O)NC=1SC=C(N1)CC(=O)NC1=CC=C(C=C1)C=1C=NC(=CC1)OC